COC1=NC=CC(=C1)C=O 2-methoxy-pyridine-4-carbaldehyde